methyl (S)-2-((1H-pyrrolo[2,3-b]pyridin-5-yl)oxy)-4-(4-((4'-chloro-[1,1'-biphenyl]-2-yl)(hydroxy)methyl)piperidin-1-yl)benzoate N1C=CC=2C1=NC=C(C2)OC2=C(C(=O)OC)C=CC(=C2)N2CCC(CC2)[C@H](O)C2=C(C=CC=C2)C2=CC=C(C=C2)Cl